(S)-6-((2-(5-amino-5,7-dihydrospiro[cyclopenta[b]pyridine-6,4'-piperidin]-1'-yl)-1H-imidazo[4,5-b]pyrazin-6-yl)thio)-4-chlorobenzo[d]oxazol-2(3H)-one N[C@@H]1C=2C(=NC=CC2)CC12CCN(CC2)C2=NC=1C(=NC(=CN1)SC1=CC3=C(NC(O3)=O)C(=C1)Cl)N2